1-[4-(4-Cyano-but-1-ynyl)-phenyl]-2-(2,4-dichloro-phenyl)-5-hydroxymethyl-1H-imidazole-4-carboxylic acid piperidin-1-ylamide N1(CCCCC1)NC(=O)C=1N=C(N(C1CO)C1=CC=C(C=C1)C#CCCC#N)C1=C(C=C(C=C1)Cl)Cl